FC1=C(C(=CC=2N(C(=NC21)C)C)F)C#CC2=NN(C1=C2C(=NC=C1)N)[C@@H]1CN[C@H](C1)COC 3-((4,6-difluoro-1,2-dimethyl-1H-benzo[d]imidazol-5-yl)ethynyl)-1-((3s,5r)-5-(methoxymethyl)pyrrolidin-3-yl)-1H-pyrazolo[4,3-c]pyridin-4-amine